(1S,2S)-2-fluoro-N-[3-(4-methylpyridin-3-yl)-2-oxo-1H-1,6-naphthyridin-7-yl]cyclopropane-1-carboxamide F[C@@H]1[C@@H](C1)C(=O)NC1=NC=C2C=C(C(NC2=C1)=O)C=1C=NC=CC1C